N-[(3R,4R)-4-[4-(4-chloro-2-hydroxybenzoyl)benzamido]pyrrolidin-3-yl]pyridine-4-carboxamide ClC1=CC(=C(C(=O)C2=CC=C(C(=O)N[C@H]3[C@@H](CNC3)NC(=O)C3=CC=NC=C3)C=C2)C=C1)O